2-(oxiran-2-ylmethyl)-2,3,4,5-tetrahydro-1H-pyrido[4,3-b]indole O1C(C1)CN1CC2=C(NC=3C=CC=CC23)CC1